Ethyl 3-methyl-5-(N-(4-(4-(methylsulfonyl)piperazin-1-yl)phenyl)-N-phenylethylsulfamoyl)benzofuran-2-carboxylate CC1=C(OC2=C1C=C(C=C2)S(N(CCC2=CC=CC=C2)C2=CC=C(C=C2)N2CCN(CC2)S(=O)(=O)C)(=O)=O)C(=O)OCC